FF molecular fluorine